{2-fluoro-3-[1-(4-formylphenyl)-3-(pyridin-4-yl)pyrazol-4-yl]phenyl}propane-1-sulfonamide FC1=C(C=CC=C1C=1C(=NN(C1)C1=CC=C(C=C1)C=O)C1=CC=NC=C1)C(CC)S(=O)(=O)N